7-(Cyclobutylamino)-5-fluoro-2-((piperidin-4-ylthio)methyl)quinazolin-4(3H)-one C1(CCC1)NC1=CC(=C2C(NC(=NC2=C1)CSC1CCNCC1)=O)F